benzene-1,3,5-triyl tris(4-(3-(anthracen-9-yloxy) propoxy) benzoate) C1=CC=CC2=CC3=CC=CC=C3C(=C12)OCCCOC1=CC=C(C(=O)OC2=CC(=CC(=C2)OC(C2=CC=C(C=C2)OCCCOC=2C3=CC=CC=C3C=C3C=CC=CC23)=O)OC(C2=CC=C(C=C2)OCCCOC=2C3=CC=CC=C3C=C3C=CC=CC23)=O)C=C1